CC=1SC(=CC1C#N)B1OC(C(O1)(C)C)(C)C 2-methyl-5-(4,4,5,5-tetramethyl-1,3,2-dioxaborolan-2-yl)thiophene-3-carbonitrile